ClC=1C(=C(C(=C(C1)C(C)O)OCC)[C@H]1CC(NC1)=O)F (4R)-4-[3-chloro-6-ethoxy-2-fluoro-5-(1-hydroxyethyl)phenyl]pyrrolidin-2-one